FC=1C(=C(C(=O)O)C=C(C1F)C=C)NC1=C(C=C(C=C1)I)F 3,4-difluoro-2-(2-fluoro-4-iodo-anilino)-5-vinyl-benzoic acid